8'-Chloro-1'-(trans-4-methoxy-4-methylcyclohexyl)-4'H,6'H-spiro[1,3-dioxan-2,5'-[1,2,4]triazolo[4,3-a][1]benzazepin] ClC=1C=CC2=C(CC3(CC=4N2C(=NN4)C4CCC(CC4)(C)OC)OCCCO3)C1